N-[[6-(isopropylcarbamoyl)-6-azaspiro[2.5]octan-2-yl]methyl]furo[2,3-c]pyridine-2-carboxamide C(C)(C)NC(=O)N1CCC2(C(C2)CNC(=O)C2=CC=3C(=CN=CC3)O2)CC1